C(CCCCC)C=1C(=C(C=CC1)OC(NC1=CC=CC=C1)=O)CCCCCC N-phenylcarbamic acid (dihexylphenyl) ester